1-[2-cyano-4-(trifluoromethyl)phenyl]-4-[6-(1-ethyl-1H-pyrrol-2-yl)pyridin-3-yl]piperidine-4-carboxylic acid C(#N)C1=C(C=CC(=C1)C(F)(F)F)N1CCC(CC1)(C(=O)O)C=1C=NC(=CC1)C=1N(C=CC1)CC